2-[[4-[2-(4-chloro-2-fluoro-phenyl)-2-methyl-1,3-benzodioxol-4-yl]-2,6-difluorophenyl]methyl]-3-[[(2S)-tetrahydrofuran-2-yl]methyl]benzimidazole-5-carboxylic acid ClC1=CC(=C(C=C1)C1(OC2=C(O1)C=CC=C2C2=CC(=C(C(=C2)F)CC=2N(C1=C(N2)C=CC(=C1)C(=O)O)C[C@H]1OCCC1)F)C)F